N-(3-Phenylpropyl)-4-(2-oxa-7-azaspiro[3.5]nonan-7-yl)-1H-benzo[d]imidazole-1-carboxamide C1(=CC=CC=C1)CCCNC(=O)N1C=NC2=C1C=CC=C2N2CCC1(COC1)CC2